ClC1=C(C=CC=C1C1=NC=CC(=C1Cl)C1=NC(=C(C=C1)CNC[C@@H]1NC(CC1)=O)OC)NC(=O)C=1SC(=CN1)CN1CCC(CC1)C(=O)O (R)-1-((2-((2-chloro-3-(3'-chloro-6-methoxy-5-((((5-oxopyrrolidin-2-yl)methyl)amino)methyl)-[2,4'-bipyridin]-2'-yl)phenyl)carbamoyl)thiazol-5-yl)methyl)piperidine-4-carboxylic acid